BrC=1C(=C2C(=NC1)N(C(=N2)C2CC2)C(=O)OC(C)(C)C)N(C2=C(C(=CC=C2)C2=NN(C=N2)C)OC)C(=O)OC(C)(C)C Tert-butyl 6-bromo-7-((tert-butoxycarbonyl) (2-methoxy-3-(1-methyl-1H-1,2,4-triazol-3-yl) phenyl) amino)-2-cyclopropyl-3H-imidazo[4,5-b]Pyridine-3-carboxylate